Leucyl-histidine N[C@@H](CC(C)C)C(=O)N[C@@H](CC1=CNC=N1)C(=O)O